5-(4-(3-((N-ethylsulfamoyl)amino)benzyl)piperazin-1-yl)-6-fluoro-N-methylpicolinamide C(C)NS(=O)(=O)NC=1C=C(CN2CCN(CC2)C=2C=CC(=NC2F)C(=O)NC)C=CC1